2-(4-isopropyl-5-(8-methoxy-[1,2,4]triazolo[1,5-a]pyridin-6-yl)-1H-pyrazol-3-yl)-4-methyl-5-(4-propylpiperazin-1-yl)thiazole C(C)(C)C=1C(=NNC1C=1C=C(C=2N(C1)N=CN2)OC)C=2SC(=C(N2)C)N2CCN(CC2)CCC